NO racemic-aminoalcohol